1-Methyl-3-trifluoromethyl-5-hydroxypyrazole CN1N=C(C=C1O)C(F)(F)F